C(=O)(O)CCC(=O)NCC[C@@](C(=O)OCC)(C)CC1=CC=C(C=C1)C1=CC=CC=C1 ethyl N-(3-carboxy-1-oxopropyl)-(4S)-(p-phenylphenylmethyl)-4-amino-2R-methylbutyrate